(R)-6-methyl-4,5,6,7-tetrahydrothiazolo[5,4-c]pyridine 2,2,2-trifluoroacetate FC(C(=O)O)(F)F.C[C@@H]1CC2=C(CN1)SC=N2